3-((dimethylamino)methylene)-1-(2-methoxyethyl)piperidine-2,4-dione CN(C)C=C1C(N(CCC1=O)CCOC)=O